4-((5-(6-((1-(cyclopropylsulfonyl)cyclopropyl)methyl)-1-methyl-7-oxo-4,5,6,7-tetrahydro-1H-pyrazolo[3,4-c]pyridin-3-yl)-1H-tetrazol-1-yl)methyl)benzonitrile C1(CC1)S(=O)(=O)C1(CC1)CN1C(C2=C(CC1)C(=NN2C)C2=NN=NN2CC2=CC=C(C#N)C=C2)=O